2-(3'-tert-butyl-2'-hydroxy-5'-methylphenyl)-benzotriazole C(C)(C)(C)C=1C(=C(C=C(C1)C)N1N=C2C(=N1)C=CC=C2)O